4-(2-chlorobenzoyl)phenylsulfide ClC1=C(C(=O)C2=CC=C(C=C2)SC2=CC=C(C=C2)C(C2=C(C=CC=C2)Cl)=O)C=CC=C1